(4-(6-(azepan-1-yl)hexyl)-1-phenyl-1H-imidazol-2-yl)-3-(1-methyl-1H-pyrazol-4-yl)benzamide N1(CCCCCC1)CCCCCCC=1N=C(N(C1)C1=CC=CC=C1)C1=C(C(=O)N)C=CC=C1C=1C=NN(C1)C